N,N-dimethyl-3-(nona-1,8-dien-5-yloxy)propan-1-amine CN(CCCOC(CCC=C)CCC=C)C